2-Amino-N-(2-furyl-methylcarbamoyl)acetamide NCC(=O)NC(N(C)C=1OC=CC1)=O